4-(1-methyl-2-(pyrrolidin-1-ylmethyl)-1H-imidazol-5-yl)phenol CN1C(=NC=C1C1=CC=C(C=C1)O)CN1CCCC1